[SiH3]O[SiH3] Bissilyl Ether